disodium 2-[5-(1-{[(3-chlorophenyl)(2,4-dimethylphenyl)methyl]carbamoyl} cyclopropyl)-1H-indol-3-yl]ethyl phosphate P(=O)(OCCC1=CNC2=CC=C(C=C12)C1(CC1)C(NC(C1=C(C=C(C=C1)C)C)C1=CC(=CC=C1)Cl)=O)([O-])[O-].[Na+].[Na+]